CC1=CC(=NC=N1)C=1C(=NNC1)C(=O)C1NC2(CC2)CC(C1)C(=O)N 5-(6-methylpyrimidin-4-yl-pyrazole-3-carbonyl)-4-azaspiro[2.5]octane-7-carboxamide